Cl.C(CCCCN)N pentane-1,5-diamine hydrochloride